N-(5-(3,5-difluorobenzyl)-1H-indazol-3-yl)-4-(4-((1-((2-(2,6-dioxopiperidin-3-yl)-1,3-dioxoisoindolin-5-yl)methyl)azetidin-3-yl)methyl)piperazin-1-yl)benzamide FC=1C=C(CC=2C=C3C(=NNC3=CC2)NC(C2=CC=C(C=C2)N2CCN(CC2)CC2CN(C2)CC=2C=C3C(N(C(C3=CC2)=O)C2C(NC(CC2)=O)=O)=O)=O)C=C(C1)F